N-((1S)-1-cyclohexyl-2-((2-(methylcarbamoyl)-2-(8-oxo-7,9-diazaspiro[4.5]decan-7-yl)-2,3-dihydro-1H-inden-5-yl)amino)-2-oxoethyl)-1-methyl-1H-pyrazole-5-carboxamide C1(CCCCC1)[C@@H](C(=O)NC=1C=C2CC(CC2=CC1)(N1CC2(CCCC2)CNC1=O)C(NC)=O)NC(=O)C1=CC=NN1C